7-{cyclopropyl-[1-(2-fluorophenyl)-1H-1,2,3-triazol-4-yl]methyl}-5-iodo-7H-pyrrolo[2,3-d]Pyrimidin-4-amine C1(CC1)C(N1C=C(C2=C1N=CN=C2N)I)C=2N=NN(C2)C2=C(C=CC=C2)F